C1(CC1)COCCN(CC[C@@H](C(=O)O)NC(=O)N1[C@@H](C[C@H]1C)C)CCCCC1=NC=2NCCCC2C=C1 (2S)-4-[2-(cyclopropylmethoxy)ethyl-[4-(5,6,7,8-tetrahydro-1,8-naphthyridin-2-yl)butyl]amino]-2-[[(2R,4R)-2,4-dimethylazetidine-1-carbonyl]amino]butanoic acid